I.CN1C(C=CC=C1)=N 1-Methylpyridin-2(1H)-imine hydroiodide